ClC=1C=C(C=CC1)[C@H](C(=O)N1CC2=C(N=C(NC2=O)C2(CC2)C=2C=NC=C(C2)C2=CCCCC2)CC1)O (R)-6-(2-(3-chlorophenyl)-2-hydroxyacetyl)-2-(1-(5-(cyclohex-1-en-1-yl)pyridin-3-yl)cyclopropyl)-5,6,7,8-tetrahydropyrido[4,3-d]pyrimidin-4(3H)-one